[Si](C1=CC=CC=C1)(C1=CC=CC=C1)(C(C)(C)C)OC[C@H]1O[C@H]([C@H]([C@@H]1O)F)N1C2=NC(=NC(=C2N=C1)NCCC)Cl (2R,3R,4S,5R)-2-(((tert-butyldiphenylsilyl)oxy)methyl)-5-(2-chloro-6-(propylamino)-9H-purin-9-yl)-4-fluorotetrahydrofuran-3-ol